octanoyl-aspartic acid anion C(CCCCCCC)(=O)N[C@@H](CC(=O)[O-])C(=O)[O-]